[N+](=O)([O-])C1=CC2=C(C=C1)OCO2 4-Nitro-1,2-methylenedioxybenzene